(R)-8-ethynyl-6-(2-fluorophenyl)-4-methyl-4H-benzo[F]imidazo[1,5-a][1,4]diazepin-3-carboxylic acid C(#C)C=1C=CC2=C(C(=N[C@@H](C=3N2C=NC3C(=O)O)C)C3=C(C=CC=C3)F)C1